BrC1=C2C(=NC=NC2=CC(=C1OC1CCN(CC1)C(=O)OC(C)(C)C)OC)NC1=C(C(=C(C=C1)Cl)Cl)F tert-butyl 4-((5-bromo-4-((3,4-dichloro-2-fluorophenyl)amino)-7-methoxyquinazolin-6-yl)oxy)piperidine-1-carboxylate